C1(CC1)[C@@]1(NC(NC1=O)=O)CNC(=O)N1CC2=CC=C(C=C2C1)C(F)(F)F (R)-N-((4-cyclopropyl-2,5-dioxo-imidazolin-4-yl)-methyl)-5-trifluoromethyl-isoindolin-2-yl-carboxamide